tert-butyl 4-(((3R,4R)-3-(4-(tert-butoxycarbonyl) phenyl)-1-methylpiperidin-4-yl)methyl)-7-chloro-5-methyl-1H-indole-1-carboxylate C(C)(C)(C)OC(=O)C1=CC=C(C=C1)[C@@H]1CN(CC[C@H]1CC1=C2C=CN(C2=C(C=C1C)Cl)C(=O)OC(C)(C)C)C